bisundecylamine C(CCCCCCCCCC)NCCCCCCCCCCC